C(#N)[C@@]1(CC12CC2)C=2C=C1C=C(N=CC1=CC2)NC(=O)C2CC(C2)OC(F)F (1R,3R)-N-(6-((S)-1-cyanospiro[2.2]pentan-1-yl)isoquinolin-3-yl)-3-(difluoromethoxy)cyclobutane-1-carboxamide